4-(5-chloro-3-(2-methoxypyridin-3-yl)-1H-indazol-1-yl)-3-cyano-N-(methylsulfonyl)benzamide ClC=1C=C2C(=NN(C2=CC1)C1=C(C=C(C(=O)NS(=O)(=O)C)C=C1)C#N)C=1C(=NC=CC1)OC